(S)-2-(benzyloxy)propanal C(C1=CC=CC=C1)O[C@H](C=O)C